ClC=1C=CC=2N=C(N=C(C2N1)N)CF 6-chloro-2-(fluoromethyl)pyrido[3,2-d]pyrimidin-4-amine